6-methyl-N-(methyl-d3)-5-(piperazin-1-yl)pyridineamide hydrochloride Cl.CC1=C(C=CC(=N1)C(=O)NC([2H])([2H])[2H])N1CCNCC1